triazolo-diazepine N1=NN=C2C1=CC=CN=N2